C1(CCC1)C=1NC(=NN1)C1CC2(CN(C2)C(=O)N2CC(C2)NCC2=C(C=C(C=C2)C(F)(F)F)F)C1 [6-(5-cyclobutyl-4H-1,2,4-triazol-3-yl)-2-azaspiro[3.3]heptan-2-yl]-[3-[[2-fluoro-4-(trifluoromethyl)phenyl]methylamino]azetidin-1-yl]methanone